((S)-1-(4-fluorophenyl)-3,4-dihydroisoquinolin-2(1H)-yl)((4aR,7R,8aS)-1-methylbenzenesulfonyl-octahydropyrano[3,4-b][1,4]thiazin-7-yl)methanone FC1=CC=C(C=C1)[C@@H]1N(CCC2=CC=CC=C12)C(=O)[C@H]1C[C@H]2[C@@H](SCCN2S(=O)(=O)C2(CC=CC=C2)C)CO1